3-amino-N-(2-(6-fluoro-1H-indol-3-yl)ethyl)propanamide NCCC(=O)NCCC1=CNC2=CC(=CC=C12)F